F[C@@H]1CN(CC[C@@H]1NC1=NN2C(C(=N1)OC)=C(C=C2[2H])C=2C=CC1=C(N(N=N1)CCF)C2)C(C([2H])([2H])[2H])=O 1-((3R,4S)-3-fluoro-4-((5-(1-(2-fluoroethyl)-1H-benzo[d][1,2,3]triazol-6-yl)-4-methoxypyrrolo[2,1-f][1,2,4]triazin-2-yl-7-d)amino)piperidin-1-yl)ethan-1-one-2,2,2-d3